BrC1=CC2=C(C=C1)C1(NC(OC1(C)C)=O)CO2 6-bromo-5',5'-dimethyl-2H-spiro[benzofuran-3,4'-oxazolidin]-2'-one